OC1N(C2(CC2)CC1)C(=O)OC(C)(C)C tert-butyl 5-hydroxy-4-azaspiro[2.4]heptane-4-carboxylate